ClC=1C=NC(=C(C(=O)NC2CCC(CC2)CN2C(N(C3=C2C=CC=C3)CC3=CC(=CC=C3)C(NC)=O)=O)C1)C 5-chloro-2-methyl-N-((1r,4r)-4-((3-(3-(methylcarbamoyl)benzyl)-2-oxo-2,3-dihydro-1H-benzo[d]imidazol-1-yl)methyl)cyclohexyl)nicotinamide